O-(5-methoxynicotinoyl)hydroxylamine COC=1C=NC=C(C(=O)ON)C1